38-hydroxyoctatriacontyl palmitoleate C(CCCCCCC\C=C/CCCCCC)(=O)OCCCCCCCCCCCCCCCCCCCCCCCCCCCCCCCCCCCCCCO